O1CCN=CC(C1)=O [1,4]Oxazepin-6(2H)-one